(S)-N-(5-(2,2-dimethyl-2,3-dihydro-[1,4]dioxino[2,3-b]pyridin-6-yl)-4-((6-(methylsulfonyl)-4-(tetrahydro-2H-pyran-3-yl)pyridin-2-yl)amino)pyridin-2-yl)acetamide CC1(OC=2C(=NC(=CC2)C=2C(=CC(=NC2)NC(C)=O)NC2=NC(=CC(=C2)[C@H]2COCCC2)S(=O)(=O)C)OC1)C